ClC1=C2C(=CC(=CC2=CC=C1)O)C1=C(C=C2C(=NC(=NC2=C1F)OCC12CC(CCN2CCC1)(F)F)N1C[C@@]2(CC[C@H](C1)N2)C)F 5-chloro-4-(2-((7,7-difluorohexahydro-indolizin-8a(1H)-yl)methoxy)-6,8-difluoro-4-((1S,5R)-1-methyl-3,8-diazabicyclo[3.2.1]octan-3-yl)quinazolin-7-yl)naphthalen-2-ol